3-((((9H-fluoren-9-yl)methoxy)carbonyl)amino)bicyclo[3.1.0]hexane-3-carboxylic acid C1=CC=CC=2C3=CC=CC=C3C(C12)COC(=O)NC1(CC2CC2C1)C(=O)O